4-(bicyclo[2.2.2]oct-1-yl)-5-methylpyrimidine-2-carboxylic acid C12(CCC(CC1)CC2)C2=NC(=NC=C2C)C(=O)O